iso-Heptylamin C(CCCC(C)C)N